isobutylacetate C(C(C)C)OC(C)=O